4,7-dimethylbicyclo[3.2.1]oct-3-en-6-one CC1=CCC2C(C(C1C2)=O)C